S(C1=CC(=CC(=C1O)C(C)(C)C)C)C1=CC(=CC(=C1O)C(C)(C)C)C thiobis(6-t-butyl-p-cresol)